1-((4-bromophenyl)methyl)-4-(difluoromethyl)-1,3-benzodiazole BrC1=CC=C(C=C1)CN1C=NC2=C1C=CC=C2C(F)F